C(C1=CC=CC=C1)SC1=NC(=CC(=C1)OC)Br 2-(benzylthio)-6-bromo-4-methoxypyridine